N-(5-((3-benzylpiperidin-1-yl)methyl)thiazol-2-yl)acetamide C(C1=CC=CC=C1)C1CN(CCC1)CC1=CN=C(S1)NC(C)=O